CC1(OB(OC1(C)C)C1=CC=C2CC(NCC2=C1)=O)C 7-(4,4,5,5-tetramethyl-1,3,2-dioxaborolan-2-yl)-1,4-dihydroisoquinolin-3(2H)-one